N-{(4aR,6R)-2-[4-(2,6-difluorophenyl)-5,6-difluoro-1,2-benzoxazol-3-yl]-5,5-difluoro-1-oxooctahydropyrrolo[1,2-c]pyrimidin-6-yl}methanesulfonamide FC1=C(C(=CC=C1)F)C1=C(C(=CC2=C1C(=NO2)N2C(N1[C@H](CC2)C([C@@H](C1)NS(=O)(=O)C)(F)F)=O)F)F